(2-(2,3-dichlorophenyl)cyclopropyl)methylamine hydrochloride Cl.ClC1=C(C=CC=C1Cl)C1C(C1)CN